C1(CC1)S(=O)(=O)C1=C(C=CC(=C1)NC1=NN(C(=C1)C)C1OCCCC1)C=1SC(=CN1)C1=CCC(CC1)NC(OC(C)(C)C)=O Tert-butyl (4-(2-(2-(cyclopropylsulfonyl)-4-((5-methyl-1-(tetrahydro-2H-pyran-2-yl)-1H-pyrazol-3-yl)amino)phenyl)thiazol-5-yl)cyclohex-3-en-1-yl)carbamate